2,4-dibromo-5-fluoronaphthalen-1-amine BrC1=C(C2=CC=CC(=C2C(=C1)Br)F)N